FC=1C=2CCCC2C(=C2CCCC12)NC(N[S@](=O)(C=1OC=C(C1)CNC(C)C)=N)=O 3-(8-fluoro-1,2,3,5,6,7-hexahydro-s-indacen-4-yl)-1-[(S)-imino([4-[(isopropylamino)methyl]furan-2-yl])oxo-lambda6-sulfanyl]urea